ClC1=NC=NC=2NC(CN(C12)CC)=O 4-chloro-5-ethyl-5,8-dihydropteridin-7(6H)-one